C1(CC1)C=1N=C(NC1)C1=CC=CC(=N1)N1CCN(CCC1)C1C(CN(CC1)C(C)C)F 1-[6-(4-Cyclopropyl-1H-imidazol-2-yl)pyridin-2-yl]-4-[3-fluoro-1-(propan-2-yl)piperidin-4-yl]-1,4-diazepane